C(C)(C)(C)OC(=O)N(N=CC=1C(=NN(C1Cl)CC1=C(C=CC=C1)F)C(=O)OCC)[C@@H]1[C@H](C1)F ethyl 4-((2-(tert-butoxycarbonyl)-2-((1S,2S)-2-fluorocyclopropyl)hydrazineylidene)methyl)-5-chloro-1-(2-fluorobenzyl)-1H-pyrazole-3-carboxylate